Ethyl 4-((2-carbomethoxy-5-methoxyphenyl) amino)-7-fluoro-1H-indole-2-carboxylate C(=O)(OC)C1=C(C=C(C=C1)OC)NC1=C2C=C(NC2=C(C=C1)F)C(=O)OCC